N[C@H](C1CCN(CC1)C([C@@H](CO)O)=O)C1=C(C=C(C(=C1)Cl)Br)O (R)-1-[4-[(R)-amino(4-bromo-5-chloro-2-hydroxyphenyl)methyl]Piperidin-1-yl]-2,3-dihydroxypropan-1-one